tert-butyl (2S,4R)-2-[[(1S)-2-methoxy-2-oxo-1-[[(3S)-2-oxopyrrolidin-3-yl]methyl]ethyl]carbamoyl]-4-(trifluoromethyl)pyrrolidine-1-carboxylate COC([C@H](C[C@H]1C(NCC1)=O)NC(=O)[C@H]1N(C[C@@H](C1)C(F)(F)F)C(=O)OC(C)(C)C)=O